6-chloro-5-methoxy-1-(2-methoxyethyl)-3-(1H-pyrazol-4-yl)-2-(5-(trifluoromethyl)-1H-1,2,4-triazol-3-yl)-1H-indole ClC1=C(C=C2C(=C(N(C2=C1)CCOC)C1=NNC(=N1)C(F)(F)F)C=1C=NNC1)OC